C1(C(=CCCC1)C(=O)[O-])C(=O)[O-] 2-cyclohexene-1,2-dicarboxylate